13-(2-{[(10Z,12Z)-1-oxooctadeca-9,12-dienyl] oxy} ethyl)-2-methyl-9,12-dioxo-5-oxa-2,8,13-triazapentadec-10-en-15-yl (10Z,12Z)-octadeca-9,12-dienoate C(CCCCCCC\C=C/C\C=C/CCCCC)(=O)OCCN(C(C=CC(NCCOCCN(C)C)=O)=O)CCOC(CCCCCCC\C=C/C\C=C/CCCCC)=O